4-(FURAN-2-YL)-4-HYDROXYBUTANAL O1C(=CC=C1)C(CCC=O)O